CC1C(C1)C(=O)NC=1C=C(C(=O)NC2=CC(=CC=C2)NS(=O)(=O)C)C=CC1 3-(2-methylcyclopropane-1-carboxamido)-N-(3-(methylsulfonamido)phenyl)benzamide